C1(C=CC2=CC=CC=C12)[Ti](CC)(CC)CC indenyl-triethyl-titanium